BrC=1C(=C(NC=2C3=C(N=C(N2)C(F)F)C=C(C=N3)C=O)C=CC1)C 4-(3-bromo-2-methyl-anilino)-2-(difluoromethyl)pyrido[3,2-d]pyrimidine-7-carbaldehyde